ClC=1C=C(C=CC1F)NC(=O)C1=C(N=CN1C)C1CC2CC(CC2C1)(C1=NN(C=C1C(F)(F)F)C)O N-(3-Chloro-4-fluorophenyl)-4-(5-hydroxy-5-(1-methyl-4-(trifluoromethyl)-1H-pyrazol-3-yl)octahydropentalen-2-yl)-1-methyl-1H-imidazole-5-carboxamide